OCCOC1=C(C=C(C=C1)C(CCC1=C(N=C(S1)C1=CC2=CC=CC=C2C=C1)C(C)C)=O)C 1-(4-(2-hydroxyethoxy)-3-methylphenyl)-3-(4-isopropyl-2-(naphthalen-2-yl)thiazol-5-yl)propan-1-one